C(C)(=O)OCCC propanyl acetate